dibromoethane (ethylenimine) N1CC1.BrC(C)Br